C(C)(C)(C)OC(=O)NC1=CC(=C(N=N1)CC1(C(N(C[C@@H](C1)C(F)(F)F)C(=O)OC(C)(C)C)=O)C(=O)OC)N(C)C1CC1 1-(tert-butyl) 3-methyl (5R)-3-((6-((tert-butoxycarbonyl)amino)-4-(cyclopropyl(methyl)amino)pyridazin-3-yl)methyl)-2-oxo-5-(trifluoromethyl)piperidine-1,3-dicarboxylate